5-fluoro-2,3-dihydrobenzofuran-3-amine FC=1C=CC2=C(C(CO2)N)C1